(3-fluoro-4-(tetradecyloxy)phenylsulfonyl)-6-(methylsulfinyl)quinoline FC=1C=C(C=CC1OCCCCCCCCCCCCCC)S(=O)(=O)C1=NC2=CC=C(C=C2C=C1)S(=O)C